(4-bromothiazol-2-yl)methylamine hydroiodide I.BrC=1N=C(SC1)CN